1-(5-chloro-2-(4-fluoro-2-methoxy-5-nitrophenylamino)pyrimidin-4-yl)-1H-pyrazole-4-Formaldehyde ClC=1C(=NC(=NC1)NC1=C(C=C(C(=C1)[N+](=O)[O-])F)OC)N1N=CC(=C1)C=O